6-(2,2-difluoroethoxy)-4-(6-fluoropyridin-3-yl)-1H-pyrazolo[3',4':3,4]pyrazolo[1,5-a]pyridine FC(COC=1C=C(C=2N(C1)N=C1C2C=NN1)C=1C=NC(=CC1)F)F